2-((((9H-Fluoren-9-yl)methoxy)carbonyl)(methyl)amino)-4-(4-chlorophenyl)butanoic acid C1=CC=CC=2C3=CC=CC=C3C(C12)COC(=O)N(C(C(=O)O)CCC1=CC=C(C=C1)Cl)C